NORPINAN-2-OL C12C(CCC(C1)C2)O